5-methyl-1-[[4-[5-(trifluoromethyl)-1,2,4-oxadiazol-3-yl]phenyl]methyl]pyrazole-3-carbonitrile CC1=CC(=NN1CC1=CC=C(C=C1)C1=NOC(=N1)C(F)(F)F)C#N